4-Ethoxy-2-(thiazol-5-yl)quinolin-6-amine C(C)OC1=CC(=NC2=CC=C(C=C12)N)C1=CN=CS1